6-(3,4,5-trimethoxybenzylamino)-9-β-D-arabinofuranosylpurine COC=1C=C(CNC2=C3N=CN(C3=NC=N2)[C@H]2[C@@H](O)[C@H](O)[C@H](O2)CO)C=C(C1OC)OC